C(C=C)(=O)OCCC1(C(=O)O)C(C(=O)O)CCCC1 2-acryloyloxyethylhexahydrophthalic acid